C1(CC1)CN[C@H]1[C@@H](C1)C1=CC(=CS1)C(=O)NC1CCOCC1 5-(trans-2-((cyclopropylmethyl)amino)-cyclopropyl)-N-(tetrahydro-2H-pyran-4-yl)thiophene-3-carboxamide